OC=1C(=C(C=C(C1)O)C(C=CC1=CC=CC=C1)=O)C(C=CC1=CC=CC=C1)=O 1-[3,5-Dihydroxy-2-(3-phenylprop-2-enoyl)phenyl]-3-phenylprop-2-en-1-one